FC(C=1C=CC=2N(N1)C(=CN2)C2=NC=C(C(=C2)N2CC(CCC2)CNS(=O)(=O)C)C)F N-((1-(2-(6-(Difluoromethyl)imidazo[1,2-b]pyridazin-3-yl)-5-methylpyridin-4-yl)piperidin-3-yl)methyl)methanesulfonamide